Cl.NCCC(=O)NCC1=NC(=NO1)C1=CC=C(C=C1)CCCCCCCCCC 3-amino-N-((3-(4-decylphenyl)-1,2,4-oxadiazol-5-yl)methyl)propanamide hydrochloride